2-cyanoethyl (2,2-dimethyl-1-(2-nitrophenyl)propyl) diisopropylphosphoramidite C(C)(C)N(P(OCCC#N)OC(C(C)(C)C)C1=C(C=CC=C1)[N+](=O)[O-])C(C)C